FC(=C)F 1,1-difluoroethylen